BrC1=NN(C2=NC=NC(=C21)N)C 3-bromo-1-methyl-1H-pyrazolo[3,4-d]pyrimidin-4-ylamine